CC(C)([C@@H](CCC)NC1=C(C=NC2=CC=CC=C12)[N+](=O)[O-])O (3R)-2-methyl-3-[(3-nitro-4-quinolyl)amino]hexan-2-ol